N'-acetyl-4-amino-N',1-dimethyl-N-((6-(trifluoromethyl)pyridazin-3-yl)methyl)-1H-pyrazolo[4,3-c]quinoline-8-carbohydrazide C(C)(=O)N(N(C(=O)C1=CC=2C3=C(C(=NC2C=C1)N)C=NN3C)CC=3N=NC(=CC3)C(F)(F)F)C